NCC1(OC2=C(C1)C=C(C(=C2[C@@H](C)NC2=NC=1N(C=C2)N=CC1C(=O)O)F)F)C 5-(((1R)-1-(2-(aminomethyl)-5,6-difluoro-2-methyl-2,3-dihydrobenzofuran-7-yl)ethyl)amino)pyrazolo[1,5-a]pyrimidine-3-carboxylic acid